methyl acrylate (methyl methacrylate) CC=C(C(=O)O)C.C(C=C)(=O)OC